ClC1=CC=C(O\C(\C(=O)OC)=C/C)C=C1 methyl (Z)-2-(4-chlorophenoxy)but-2-enoate